C(C)(C)(C)OC(=O)CCOCCOCCOCCNC(=O)C1=CC=C(C=C1)C=O 1-(4-formylphenyl)-1-oxo-5,8,11-trioxa-2-azatridecane-13-carboxylic acid tert-butyl ester